4'-(4,4,5,5-tetramethyl-1,3,2-dioxaborolan-2-yl)spiro[dibenzo[b,d]silole-5,10'-dibenzo[b,e][1,4]oxasiline] CC1(OB(OC1(C)C)C1=CC=CC2=C1OC1=C([Si]23C2=C(C4=C3C=CC=C4)C=CC=C2)C=CC=C1)C